Cl.NCCCCCC(=O)N1CCC(CC1)C1=CC=C(C=C1)NC1C(NC(CC1)=O)=O 3-((4-(1-(6-aminohexanoyl)piperidin-4-yl)phenyl)amino)piperidine-2,6-dione hydrochloride